C(C)OC1=NC=C(C(=C1)C1=NN(C=2C[C@@H](CCC12)C(=O)NC1(CCS(CC1)(=O)=O)C)[C@H](C)C(C)(C)O)F (R)-3-(2-ethoxy-5-fluoropyridin-4-yl)-1-((R)-3-hydroxy-3-methylbutan-2-yl)-N-(4-methyl-1,1-dioxidotetrahydro-2H-thiopyran-4-yl)-4,5,6,7-tetrahydro-1H-indazole-6-carboxamide